N-(2-(hydroxyamino)-2-oxoethyl)-3-methoxy-4-((5-nitro-1H-indol-3-yl)methyl)benzamide ONC(CNC(C1=CC(=C(C=C1)CC1=CNC2=CC=C(C=C12)[N+](=O)[O-])OC)=O)=O